(S)-1-(2-(1-(4-((4-fluorophenoxy)methyl)phenyl)imidazo[1,5-a]pyrazin-3-yl)pyrrolidin-1-yl)prop-2-en-1-one FC1=CC=C(OCC2=CC=C(C=C2)C=2N=C(N3C2C=NC=C3)[C@H]3N(CCC3)C(C=C)=O)C=C1